ClC=1C=C2C=NC(=NC2=C(C1C1=CC=C(C2=C1C(=C(S2)NC(OC(C)(C)C)=O)C#N)F)F)S(=O)(=O)CC tert-Butyl N-[4-(6-chloro-2-ethylsulfonyl-8-fluoro-quinazolin-7-yl)-3-cyano-7-fluoro-benzothiophen-2-yl]carbamate